(2S)-2-(tert-butoxycarbonylamino)propanoic acid C(C)(C)(C)OC(=O)N[C@H](C(=O)O)C